BrC1=CC=C2C=C(C(=NC2=C1F)C)CC(=O)O 2-(7-bromo-8-fluoro-2-methylquinolin-3-yl)acetic acid